O=C1NC(CCC1N1C(C2=CC=C(C=C2C1=O)N1CCC2(CC1)CCN(CC2)C2CCN(CC2)C2=C(C=C(C(=C2)OC)[N+](=O)[O-])C=2C=NN(C2)C)=O)=O 2-(2,6-dioxopiperidin-3-yl)-5-(9-(1-(5-methoxy-2-(1-methyl-1H-pyrazol-4-yl)-4-nitrophenyl)piperidin-4-yl)-3,9-diazaspiro[5.5]undecan-3-yl)isoindoline-1,3-dione